3-(4,5-dihydro-2H,3'H-spiro[furan-3,1'-isobenzofuran]-5'-yl)propionic acid methyl ester COC(CCC=1C=C2COC3(C2=CC1)COCC3)=O